C(C)(=O)OC[C@H]1O[C@H]([C@@H]([C@H]([C@H]1OC(C)=O)OC(C)=O)NC(C)=O)OC(C)=O [(2R,3R,4R,5R,6S)-3,4,6-tris(acetyloxy)-5-acetamidooxan-2-yl]methyl acetate